(2S)-4-(ethenesulfonyl)-1-{[3-fluoro-4-(trifluoromethoxy)phenyl]methyl}-2-(2-{[tris(propan-2-yl)silyl]oxy}ethyl)piperazine C(=C)S(=O)(=O)N1C[C@@H](N(CC1)CC1=CC(=C(C=C1)OC(F)(F)F)F)CCO[Si](C(C)C)(C(C)C)C(C)C